(Z)-3-(1-((1-(2,2-Difluoroethyl)-5-methyl-1H-pyrazol-3-yl)amino)ethylidene)-5-(2-fluoro-6-methylphenyl)-1H-pyrrolo[2,3-c]pyridin-2(3H)-one FC(CN1N=C(C=C1C)N\C(\C)=C\1/C(NC2=CN=C(C=C21)C2=C(C=CC=C2C)F)=O)F